N1=CC(=CC=C1)S(=O)(=O)N1C=C(C2=CC=CC=C12)C=O 1-(3-pyridinesulfonyl)-1H-indole-3-carbaldehyde